3-(4-oxo-3(4H)-quinazolinyl)-N-[4-(1-piperidinylsulfonyl)phenyl]propanamide methyl-2-amino-3-((2-(tert-butoxy)-2-oxoethyl)amino)benzoate COC(C1=C(C(=CC=C1)NCC(=O)OC(C)(C)C)N)=O.O=C1N(C=NC2=CC=CC=C12)CCC(=O)NC1=CC=C(C=C1)S(=O)(=O)N1CCCCC1